FC1=C(C=C(C=C1)N1N=CN=C1C=1C=CC=2N(C1)C(=CN2)C=2C=CC(=NC2)N)OC 5-[6-[2-(4-fluoro-3-methoxy-phenyl)-1,2,4-triazol-3-yl]imidazo[1,2-a]pyridin-3-yl]pyridin-2-amine